(E)-3-(4-Bromophenyl)-1-[4-[2-[[(1S,4S,5R,8S,9R,10S,12R,13R)-1,5,9-trimethyl-11,14,15,16-tetraoxatetracyclo[10.3.1.04,13.08,13]hexadecan-10-yl]oxy]ethoxy]phenyl]prop-2-en-1-one BrC1=CC=C(C=C1)/C=C/C(=O)C1=CC=C(C=C1)OCCO[C@@H]1[C@@H]([C@@H]2CC[C@H]([C@@H]3CC[C@@]4(OO[C@]32[C@H](O1)O4)C)C)C